2-((4-(((tert-butyldimethylsilyl)oxy)methyl)pyridin-2-yl)amino)-5-phenylnicotinonitrile [Si](C)(C)(C(C)(C)C)OCC1=CC(=NC=C1)NC1=C(C#N)C=C(C=N1)C1=CC=CC=C1